N1(CCC2=CC=CC=C12)CC[NH3+] [2-(2,3-dihydro-1H-indol-1-yl)ethyl]ammonium